(R)-3-(Dimethylamino)-N-(3-((4-hydroxy-1-(3-phenylbutanoyl)piperidin-4-yl)methyl)-4-oxo-3,4-dihydroquinazolin-7-yl)propenamide CN(C=CC(=O)NC1=CC=C2C(N(C=NC2=C1)CC1(CCN(CC1)C(C[C@@H](C)C1=CC=CC=C1)=O)O)=O)C